C(#N)C1=C(SC2=NC=C(C(=C21)C=2C1=C(C=3C=NC(=NC3C2F)S(=O)(=O)CC)COC1)F)NC(OC(C)(C)C)=O tert-Butyl (3-cyano-4-(3-(ethylsulfonyl)-5-fluoro-7,9-dihydrofuro[3,4-f]quinazolin-6-yl)-5-fluorothieno[2,3-b]pyridin-2-yl)carbamate